[8-(cyclopropylmethyl)-1,4-dioxaspiro[4.5]decan-8-yl]methyl 4-methylbenzene-1-sulfonate CC1=CC=C(C=C1)S(=O)(=O)OCC1(CCC2(OCCO2)CC1)CC1CC1